NC(CO)OCC 2-amino-2-ethoxyethanol